1-(Cyclopropanecarbonyl)-N-(2-methoxy-5-(3-(trifluoromethyl)phenoxy)-phenyl)-5-oxopyrrolidine-2-carboxamide C1(CC1)C(=O)N1C(CCC1=O)C(=O)NC1=C(C=CC(=C1)OC1=CC(=CC=C1)C(F)(F)F)OC